FC(C1=NN=C(S1)N1C2=C(C3=CC=C(C=C13)S(=O)(=O)NC1(CC1)C)C(=NC=N2)C2CCN(CC2)C(=O)N2C[C@@H](CC2)O)F (R)-9-(5-(Difluoromethyl)-1,3,4-thiadiazol-2-yl)-4-(1-(3-hydroxypyrrolidine-1-carbonyl)piperidin-4-yl)-N-(1-methylcyclopropyl)-9H-pyrimido[4,5-b]indole-7-sulfonamide